9-methoxy-8-methyl-4H-pyrimido[1,2-b]Pyridazin-4-one COC=1C=2N(N=CC1C)C(C=CN2)=O